[N+](=O)([O-])C=1C(=NC=CC1)SOC methyl 3-nitro-2-pyridinesulfenate